(R)-2-(1-(4-fluorophenyl)cyclopropyl)-6-(2-(4-isobutylphenyl)propanoyl)-5,6,7,8-tetrahydropyrido[4,3-d]pyrimidin-4(3H)-one FC1=CC=C(C=C1)C1(CC1)C=1NC(C2=C(N1)CCN(C2)C([C@H](C)C2=CC=C(C=C2)CC(C)C)=O)=O